OCCNC(C=C)=O N-(Hydroxyethyl)acrylamide